C1(=CC=CC=C1)NC1=NC(=NC(=N1)S)S 6-phenylamino-1,3,5-triazine-2,4-dithiol